2-(difluoromethoxy)-4-hydroxy-5-methylpyridine FC(OC1=NC=C(C(=C1)O)C)F